tri-(3-(trimethoxysilyl)propyl)amine CO[Si](CCCN(CCC[Si](OC)(OC)OC)CCC[Si](OC)(OC)OC)(OC)OC